benzyl ((R)-1-((S)-1-(4-chloro-3-(1H-tetrazol-5-yl)phenyl)-2-hydroxyethyl)-4-(4-(1-(difluoromethyl)-1H-pyrazol-4-yl)phenyl)-4-neopentyl-5-oxoimidazolidin-2-ylidene)carbamate ClC1=C(C=C(C=C1)[C@@H](CO)N1C(N[C@](C1=O)(CC(C)(C)C)C1=CC=C(C=C1)C=1C=NN(C1)C(F)F)=NC(OCC1=CC=CC=C1)=O)C1=NN=NN1